OC1=C(C(=O)O)C(=CC(=C1)NC=O)O 2,6-dihydroxy-4-formamidobenzoic acid